C(CCCCCCCCCC)[N+]1(C=NCC1)CCO.[Na+] sodium undecyl-hydroxyethyl-imidazolinium